C(C)(C)(C)OC(=O)NCC=1C=C(C=CC1CNC(=O)OC(C)(C)C)CC(=O)N[C@@H](CC=1C(=C(C(=O)OC(C)(C)C)C=CC1)OC)B1OC2(C3C(C(CC2O1)C3)(C)C)C tert-butyl 3-((2R)-2-(2-(3,4-bis((tert-butoxycarbonylamino)methyl) phenyl)acetamido)-2-(2,9,9-trimethyl-3,5-dioxa-4-bora-tricyclo[6.1.1.02,6]dec-4-yl)ethyl)-2-methoxybenzoate